N-((6S,7S)-6-((3',5'-difluoro-[1,1'-biphenyl]-3-yl)methyl)-5-((R)-oxetane-2-carbonyl)-5-azaspiro[2.4]heptan-7-yl)-1,1-difluoromethanesulfonamide FC=1C=C(C=C(C1)F)C1=CC(=CC=C1)C[C@@H]1N(CC2(CC2)[C@@H]1NS(=O)(=O)C(F)F)C(=O)[C@@H]1OCC1